C(C)(=O)N[C@H]1CCC2=C(C3=CC=C(C(C=C13)=O)C(=O)NC)C(=C(C(=C2)OC)OC)OC (S)-7-acetamido-1,2,3-trimethoxy-N-methyl-9-oxo-5,6,7,9-tetrahydrobenzo[a]heptalen-10-carboxamide